FC1=C(C=C(OC2=C(N=NN2)C(=O)O)C=C1)C#CC1=NN=CN1C 5-(4-fluoro-3-((4-methyl-4H-1,2,4-triazol-3-yl)ethynyl)phenoxy)-1H-1,2,3-triazole-4-carboxylic acid